[6-(3-cyclopropyl-1H-1,2,4-triazol-5-yl)-2-azaspiro[3.3]heptan-2-yl]-[6-[[4-[1-(trifluoromethyl)cyclopropyl]-pyrazol-1-yl]methyl]-2-azaspiro[3.3]heptan-2-yl]methanone C1(CC1)C1=NNC(=N1)C1CC2(CN(C2)C(=O)N2CC3(C2)CC(C3)CN3N=CC(=C3)C3(CC3)C(F)(F)F)C1